2,4,6-trimethylbenzoic acid, methyl ester CC1=C(C(=O)OC)C(=CC(=C1)C)C